C(=C)OC(CCCCCCC(C)C)=O isodecanoic vinyl ester